CN(C)C(=[N+]1N=[N+](C2=C1C=CC(=C2)Cl)[O-])N(C)C 1-[bis(dimethylamino)methylene]-5-Chlorobenzotriazolium-3-oxide